OC1=CC=C2C[C@H](NCC2=C1)C(=O)O 7-Hydroxy-(S)-1,2,3,4-tetrahydroisoquinoline-3-carboxylic acid